O1COC2=C1C=CC(=C2)OC2(CCN(CC2)C=2C(=CC=1N(N2)C(C=C(N1)C)=O)C)[2H] 7-(4-(benzo[d][1,3]dioxol-5-yloxy)piperidin-1-yl-4-d)-2,8-dimethyl-4H-pyrimido[1,2-b]pyridazin-4-one